ClCC=1N=C2N(N=C(C=N2)C2=C(C=C(C=C2)F)C)C1 6-(chloromethyl)-2-(4-fluoro-2-methyl-phenyl)imidazo[1,2-b][1,2,4]triazine